N-(4-((2-(2-fluoropropan-2-yl)-6-methylpyrimidin-4-yl)amino)-5-(6-methylpyrimidin-4-yl)pyridin-2-yl)acetamide FC(C)(C)C1=NC(=CC(=N1)NC1=CC(=NC=C1C1=NC=NC(=C1)C)NC(C)=O)C